FC=1C=C(C(=O)O)C=CC1C=1C=NC(=CC1)OC 3-fluoro-4-(6-methoxypyridin-3-yl)benzoic acid